(R)-6-(3-(2,3-difluorophenyl)isoxazolidin-2-yl)-N-(2-methoxy-5-(1-methyl-1H-pyrazol-4-yl)-4-(4-(4-methylpiperazin-1-yl)piperidin-1-yl)phenyl)pyrimidin-4-amine FC1=C(C=CC=C1F)[C@@H]1N(OCC1)C1=CC(=NC=N1)NC1=C(C=C(C(=C1)C=1C=NN(C1)C)N1CCC(CC1)N1CCN(CC1)C)OC